(R)-3-((1-(3-(5-(((tert-butoxycarbonyl)amino)methyl)thiophen-2-yl)phenyl)ethyl)carbamoyl)-4-methylbenzenaminium C(C)(C)(C)OC(=O)NCC1=CC=C(S1)C=1C=C(C=CC1)[C@@H](C)NC(=O)C=1C=C(C=CC1C)[NH3+]